C(CCC)[C-]1C(=CC=C1)CCCC.[CH-]1C=CC=C1.[Fe+2] 1,2-dibutylferrocene